[Si](O)([O-])([O-])[O-] monohydrogenorthosilicate